CNC(=O)C1N(C(OC1)=O)C N,3-dimethyl-2-oxo-1,3-oxazolidine-4-carboxamide